N-((R)-1-(3-amino-5-(trifluoromethyl) phenyl) ethyl)-7-methoxy-6-((1-((R)-1-methoxyethyl) cyclopropyl) methoxy)-2-methylquinazolin-4-carbamate NC=1C=C(C=C(C1)C(F)(F)F)[C@@H](C)N(C(=O)[O-])C1=NC(=NC2=CC(=C(C=C12)OCC1(CC1)[C@@H](C)OC)OC)C